C1(CC1)C1=NC=NC(=C1C1=CC(=C(N=N1)OC(F)F)NCC1=CC=C(C=C1)C=1N(C=C(N1)C(F)(F)F)C(C)C)OC 6-(4-cyclopropyl-6-methoxypyrimidin-5-yl)-3-(difluoromethoxy)-N-(4-(1-isopropyl-4-(trifluoromethyl)-1H-imidazol-2-yl)benzyl)pyridazin-4-amine